N#[C-] isocyanid